ClC1=C(C=CC(=C1)Cl)N1N=C(N=C1C(Cl)(Cl)Cl)C(=O)OCC ethyl 1-(2,4-dichlorophenyl)-5-trichloromethyl-1H-1,2,4-triazole-3-carboxylate